(2R,4R)-6-chloro-4-hydroxy-N-(3-{6-[3-(2,2,2-trifluoroethoxy)azetidine-1-carbonyl]pyridin-3-yl}bicyclo[1.1.1]pentan-1-yl)-3,4-dihydro-2H-1-benzopyran-2-carboxamide ClC=1C=CC2=C([C@@H](C[C@@H](O2)C(=O)NC23CC(C2)(C3)C=3C=NC(=CC3)C(=O)N3CC(C3)OCC(F)(F)F)O)C1